tert-butyl 2,2-dimethyl-5-oxo-1,4-diazepane-1-carboxylate CC1(N(CCC(NC1)=O)C(=O)OC(C)(C)C)C